[3-(2-methoxyethoxy)pyridin-2-yl]Methylamine COCCOC=1C(=NC=CC1)CN